((1R,5S,6S)-3-(2-((S)-2-methylazetidin-1-yl)-8,8-difluoro-5,6,7,8-tetrahydroquinazolin-4-yl)-3-azabicyclo[3.1.0]hex-6-yl)methanesulfinic acid C[C@@H]1N(CC1)C1=NC=2C(CCCC2C(=N1)N1C[C@H]2C([C@H]2C1)CS(=O)O)(F)F